BrC1=CC=C(C=N1)NC(=O)[C@@H]1O[C@]([C@H]([C@H]1C1=C(C(=C(C=C1)F)F)OC)C)(C(F)(F)F)C (2R,3S,4S,5R)-N-(6-bromopyridin-3-yl)-3-(3,4-difluoro-2-methoxyphenyl)-4,5-dimethyl-5-(trifluoromethyl)tetrahydrofuran-2-carboxamide